FC=1C=C(CN2CC(CCC2)C2=CC=NC=3N2N=C(C3C3=CC=NC=C3)C)C=CC1F 7-(1-(3,4-Difluorobenzyl)piperidin-3-yl)-2-methyl-3-(pyridin-4-yl)pyrazolo[1,5-a]pyrimidine